(6aR,7R,10aS)-4-(4-methoxyphenyl)-7,10a-dimethyl-8-oxo-2-(pyridin-4-yl)-5,6,6a,7,8,10a-hexahydrobenzo[h]quinazoline-9-carbonitrile COC1=CC=C(C=C1)C1=NC(=NC=2[C@]3([C@H](CCC12)[C@H](C(C(=C3)C#N)=O)C)C)C3=CC=NC=C3